(+)-(4aR,8aS)-6-[3-(4-Tetrahydrofuran-3-ylphenyl)azetidine-1-carbonyl]-4,4a,5,7,8,8a-hexahydropyrido[4,3-b][1,4]oxazin-3-one O1CC(CC1)C1=CC=C(C=C1)C1CN(C1)C(=O)N1C[C@@H]2[C@@H](OCC(N2)=O)CC1